C(CC)OC=1C=C(C=O)C=CC1OCCC 3,4-dipropoxybenzaldehyde